(S)-1-(3-chloro-4-(trifluoromethoxy)phenyl)-3-(1-(2-methylbutanoyl)piperidin-4-yl)urea ClC=1C=C(C=CC1OC(F)(F)F)NC(=O)NC1CCN(CC1)C([C@H](CC)C)=O